C(C)(C)(C)OC(NC1CC=C(CC1)B1OC(C(O1)(C)C)(C)C)=O tert-butyl-N-[4-(4,4,5,5-tetramethyl-1,3,2-dioxaborolan-2-yl)cyclohex-3-en-1-yl]carbamate